C(CC)N1C(=NC=2N=C(NC2C1=O)C=1C=NN(C1)CC1=CC(=CC=C1)C(F)(F)F)NC1CCOCC1 1-Propyl-2-(tetrahydro-pyran-4-ylamino)-8-[1-(3-trifluoromethyl-benzyl)-1H-pyrazol-4-yl]-1,7-dihydro-purin-6-one